BrC=1C(=C(C=CC1)S(=O)(=O)N1CCC(CC1)NC(OC(C)(C)C)=O)C(F)(F)F tert-butyl (1-((3-bromo-2-(trifluoromethyl)phenyl) sulfonyl)piperidin-4-yl)carbamate